(S)-2-(1-(4-(3-amino-5-(5-amino-5,7-dihydrospiro[cyclopenta[b]pyridine-6,4'-piperidine]-1'-yl)pyrazin-2-ylsulfanyl)-3-chloropyridin-2-yl)azetidin-3-yl)propan-2-ol NC=1C(=NC=C(N1)N1CCC2(CC1)[C@@H](C=1C(=NC=CC1)C2)N)SC2=C(C(=NC=C2)N2CC(C2)C(C)(C)O)Cl